2,5-dichloro-N-(2-(1-(tetrahydro-2H-pyran-2-yl)-1H-imidazol-2-yl)phenyl)pyrimidine-4-amine ClC1=NC=C(C(=N1)NC1=C(C=CC=C1)C=1N(C=CN1)C1OCCCC1)Cl